CC(=CCCC1=C(CCCC1)C=O)C (4-Methyl-3-pentenyl)cyclohexencarbaldehyd